FC(C1=CC(=CN=N1)NC(=O)N1C[C@](C2=C1C=NC=1N2N=C(C1)CC)(C(F)(F)F)C)F (R)-N-(6-(difluoromethyl)pyridazin-4-yl)-2-ethyl-8-methyl-8-(trifluoromethyl)-7,8-dihydro-6H-pyrazolo[1,5-a]pyrrolo[2,3-e]pyrimidine-6-carboxamide